5-[5-(difluoromethyl)isoxazol-3-yl]-4-oxo-1-[4-(trifluoromethoxy)phenyl]cinnoline-3-carboxylic acid FC(C1=CC(=NO1)C1=C2C(C(=NN(C2=CC=C1)C1=CC=C(C=C1)OC(F)(F)F)C(=O)O)=O)F